5-((2'-chloro-[2,4'-bipyrimidin]-4-yl)ethyl)-1H-indazole ClC1=NC=CC(=N1)C1=NC=CC(=N1)CCC=1C=C2C=NNC2=CC1